C(C=C)OC(=O)[C@H]1N=C(SC1)C1=NC(=CC=C1)I (R)-2-(6-iodopyridin-2-yl)-4,5-dihydrothiazole-4-carboxylic acid allyl ester